3-acetyl-7-{[5-fluoro-4-(4-fluoro-2-methoxyphenyl)pyrimidin-2-yl]amino}-4-[(3-methoxypropyl)amino]-2H-benzopyran-2-one C(C)(=O)C=1C(OC2=C(C1NCCCOC)C=CC(=C2)NC2=NC=C(C(=N2)C2=C(C=C(C=C2)F)OC)F)=O